C(N)(=N)N1CCC(CC1)CNC(C1=C(C=C(C=C1)NC=1C=2N(C=CN1)C(=CN2)C2=CC=C(C=C2)OC(F)F)C)=O N-((1-carbamimidoylpiperidin-4-yl)methyl)-4-((3-(4-(di-fluoromethoxy)phenyl)imidazo[1,2-a]pyrazin-8-yl)amino)-2-methylbenzamide